OC=1C(=CC2=CN(N=C2C1C)C)C=1N=C(C2=C(N1)C=CN(C2=O)C2CCN(C1(CC1)C2)C(=O)OC(C)(C)C)C tert-butyl 7-[2-(6-hydroxy-2,7-dimethyl-indazol-5-yl)-4-methyl-5-oxo-pyrido[4,3-d]pyrimidin-6-yl]-4-azaspiro[2.5]octane-4-carboxylate